(tosyl)carbamic acid tert-butyl ester C(C)(C)(C)OC(NS(=O)(=O)C1=CC=C(C)C=C1)=O